4-(6-Fluoropyridin-3-yl)-6-(2-(2-oxopyrrolidin-1-yl)ethoxy)pyrazolo[1,5-a]pyridine-3-carbonitrile FC1=CC=C(C=N1)C=1C=2N(C=C(C1)OCCN1C(CCC1)=O)N=CC2C#N